ditolyl-sulfonium oxalate C(C(=O)[O-])(=O)[O-].C1(=C(C=CC=C1)[SH+]C1=C(C=CC=C1)C)C.C1(=C(C=CC=C1)[SH+]C1=C(C=CC=C1)C)C